4-(3-(2-chloroacetyl)-2,5-dimethyl-1H-pyrrol-1-yl)-2,5-difluorobenzonitrile ClCC(=O)C1=C(N(C(=C1)C)C1=CC(=C(C#N)C=C1F)F)C